(R)-(1-(4-methoxy-3-sulfamylphenyl)propan-2-yl)carbamic acid benzyl ester C(C1=CC=CC=C1)OC(N[C@@H](CC1=CC(=C(C=C1)OC)S(N)(=O)=O)C)=O